ClC1=C(OCC(=O)Cl)C=CC(=C1)OC 2-(2-chloro-4-methoxyphenoxy)acetyl chloride